BrC1=C(OC=2C=C(C=CC2)C2=NN(C=C2)C2OCCCC2)C(=CC(=C1C)[N+](=O)[O-])F 3-(3-(2-Bromo-6-fluoro-3-methyl-4-nitrophenoxy)phenyl)-1-(tetrahydro-2H-pyran-2-yl)-1H-pyrazole